CC1(COPOC1)C 5,5-dimethyl-1,3,2-Dioxaphosphorinane